N1CC(C1)C(=O)N[C@H](C(=O)N1[C@@H](C[C@H](C1)O)C(=O)N[C@@H](C)C1=CC=C(C=C1)C1=C(N=CS1)C)C(C)(C)C (2S,4R)-1-((S)-2-(azetidine-3-carboxamido)-3,3-dimethylbutyryl)-4-hydroxy-N-((S)-1-(4-(4-methylthiazol-5-yl)phenyl)ethyl)pyrrolidine-2-carboxamide